7-azaindole-5-boronic acid N1C=CC2=CC(=CN=C12)B(O)O